(4aR,8aS)-6-(3-(3-Bromophenyl)azetidin-1-carbonyl)hexahydro-2H-pyrido[4,3-b][1,4]oxazin-3(4H)-on BrC=1C=C(C=CC1)C1CN(C1)C(=O)N1C[C@@H]2[C@@H](OCC(N2)=O)CC1